ClC1=C(C=CC=C1)C(C1=CC=CC=C1)(C1=CC=CC=C1)OC([C@H](CCCC1=CC(=CC(=C1)C)C)NC(=O)OCC1C2=CC=CC=C2C=2C=CC=CC12)=O [(2-Chlorophenyl)-diphenyl-methyl](2S)-5-(3,5-dimethylphenyl)-2-(9H-fluoren-9-ylmethoxycarbonylamino)pentanoate